tert-butylmethyl-(prop-1-eN-2-yloxy)silane C(C)(C)(C)[SiH](OC(=C)C)C